N-[(1S)-5-[2-(2-aminopyridin-3-yl)-5-(5-methyl-1,3,4-thiadiazol-2-yl)imidazo[4,5-b]pyridin-3-yl]-2,3-dihydro-1H-inden-1-yl]acetamide NC1=NC=CC=C1C1=NC=2C(=NC(=CC2)C=2SC(=NN2)C)N1C=1C=C2CC[C@@H](C2=CC1)NC(C)=O